BrCC1=NN(C=C1)C(C(=O)OCC)(C)C ethyl 2-(3-(bromomethyl)-1H-pyrazol-1-yl)-2-methylpropionate